(E)-1-(3-(1-(hydroxyimino)ethyl)phenyl)-3-(3-(2-methoxyethyl)-2,4-dioxo-1-(2-(piperidin-1-yl)ethyl)-1,2,3,4-tetrahydroquinazolin-6-yl)urea O\N=C(/C)\C=1C=C(C=CC1)NC(=O)NC=1C=C2C(N(C(N(C2=CC1)CCN1CCCCC1)=O)CCOC)=O